(2R,3R,4S,5R,6S)-2-((4-azidobutoxy)methyl)-3,4,5,6-tetramethoxytetrahydro-2H-pyran N(=[N+]=[N-])CCCCOC[C@H]1O[C@@H]([C@@H]([C@H]([C@@H]1OC)OC)OC)OC